COC(C1=C(C=C(C(=C1)OC)N)CCCl)=O 4-amino-2-(2-chloroethyl)-5-methoxybenzoic acid methyl ester